(R)-1-(5-(3-methylmorpholino)-3-(1H-pyrazol-5-yl)isothiazolo[4,5-b]pyridin-7-yl)cyclopentane-1-carboxamide C[C@@H]1COCCN1C1=CC(=C2C(=N1)C(=NS2)C2=CC=NN2)C2(CCCC2)C(=O)N